BrC1=C(C=C2C(=NC(=NC2=C1F)Cl)N([C@H]1CN(CC1)C(=O)OC(C)(C)C)C)C(F)(F)F tert-butyl (3R)-3-[[7-bromo-2-chloro-8-fluoro-6-(trifluoromethyl)quinazolin-4-yl]-methyl-amino]pyrrolidine-1-carboxylate